CC[C@H](C)[C@@H](C(=O)[O-])NC(=O)C[C@H]1CCC(=O)[C@H]1C/C=C\\CCO The molecule is an N-jasmonyl-L-alpha-amino acid anion obtained by deprotonation of the carboxy group of N-[(+)-12-hydroxy-7-isojasmonyl]-L-isoleucine; major species at pH 7.3. It is a conjugate base of a N-[(+)-12-hydroxy-7-isojasmonyl]isoleucine.